[Si].N[C@@H](CCC(=O)O)C(=O)O.N[C@@H](CCC(=O)O)C(=O)O.N[C@@H](CCC(=O)O)C(=O)O tri-glutamic acid silicon